ethyl (S)-3-amino-3-(4'-chloro-2,4-difluoro-2',6'-dimethyl-5-(trifluoromethyl)-[1,1'-biphenyl]-3-yl)propanoate N[C@@H](CC(=O)OCC)C=1C(=C(C=C(C1F)C(F)(F)F)C1=C(C=C(C=C1C)Cl)C)F